(5-chloro-4-(cyclopropylamino)-2-((1-(2-(methylsulfonyl)ethyl)-1H-indazol-4-yl)amino)-7H-pyrrolo[2,3-d]pyrimidin-7-yl)methanol ClC1=CN(C=2N=C(N=C(C21)NC2CC2)NC2=C1C=NN(C1=CC=C2)CCS(=O)(=O)C)CO